FC1=C(C=CC(=C1)N1N=C(C=C1)CO)NC1=NC=C2C=CC(=NC2=C1)N(C1CCNCC1)CC(=O)O [[7-([2-fluoro-4-[3-(hydroxymethyl)pyrazol-1-yl]phenyl]amino)-1,6-naphthyridin-2-yl](piperidin-4-yl)amino]acetic acid